The molecule is a naphthalenesulfonic acid that is naphthalene-1-sulfonic acid carrying additional hydroxy and (2-methoxyphenyl)diazenyl substituents at positions 4 and 3 respectively. The sodium salt is the biological stain 'acid red 4'. It is a naphthalenesulfonic acid, a member of azobenzenes, a member of naphthols and an aromatic ether. It is a conjugate acid of a 4-hydroxy-3-[(2-methoxyphenyl)diazenyl]naphthalene-1-sulfonate. COC1=CC=CC=C1N=NC2=C(C3=CC=CC=C3C(=C2)S(=O)(=O)O)O